N[C@H](CC1=C(C=2N=C(N=C(C2S1)NCC=1OC=CC1)Cl)CC)C (S)-6-(2-Aminopropyl)-2-chloro-7-ethyl-N-(furan-2-ylmethyl)thieno[3,2-d]pyrimidin-4-amine